NC1=NC=2C=CC(=CC2C2=C1C=NN2C)C(=O)N2[C@@H](CC[C@H](C2)C)C=2C=CC1=C(N=C(S1)C(F)(F)F)C2 (4-amino-1-methyl-1H-pyrazolo[4,3-c]quinolin-8-yl)((2S,5R)-5-methyl-2-(2-(trifluoromethyl)benzo[d]thiazol-5-yl)piperidin-1-yl)methanone